C(C1=CC=CC=C1)OC(CCCCC(=O)N1[C@H]([C@@H]([C@@H]([C@H](C1)NC(C)=O)O)O)CC=C)=O 6-[(2S,3S,4R,5S)-5-acetamido-2-allyl-3,4-dihydroxy-1-piperidinyl]-6-oxo-hexanoic acid benzyl ester